(3S,5S,8S,9S,10S,13R,14S,17R)-3,10-diethyl-17-((R)-6-hydroxy-6-methylheptan-2-yl)-13-methylhexadecahydro-1H-cyclopenta[a]phenanthren-3-ol C(C)[C@@]1(CC[C@@]2([C@H]3CC[C@@]4([C@H](CC[C@H]4[C@@H]3CC[C@H]2C1)[C@H](C)CCCC(C)(C)O)C)CC)O